1-((1,1'-biphenyl)-4-yl)-2-((5-((2,4,6-trichlorophenoxy)methyl)-1,3,4-oxadiazol-2-yl)thio)ethane tert-butyl-(4S)-4-methyl-2,5-dioxo-1,3-oxazolidine-3-carboxylate C(C)(C)(C)OC(=O)N1C(OC([C@@H]1C)=O)=O.C1(=CC=C(C=C1)CCSC=1OC(=NN1)COC1=C(C=C(C=C1Cl)Cl)Cl)C1=CC=CC=C1